5-bromo-6-methyl-4,7-diazaindole BrC=1N=C2C=CNC2=NC1C